FC=1C=C(OCC2=CC=C(C=C2)C=2N=C(N3C2C=NC=C3)[C@H]3N(CCC3)C(C#CC)=O)C=CC1 (S)-1-(2-(1-(4-((3-fluorophenoxy)methyl)phenyl)imidazo[1,5-a]pyrazin-3-yl)pyrrolidin-1-yl)but-2-yn-1-one